2-Acetamido-4-fluoro-N-(4-phenylthiazol-2-yl)benzamide C(C)(=O)NC1=C(C(=O)NC=2SC=C(N2)C2=CC=CC=C2)C=CC(=C1)F